azabicyclo[2.2.1]heptane-2-carbonitrile N12C(CC(CC1)C2)C#N